C(C)SN1N=NN=[C-]1 ethylthiotetrazolide